2,6-di-tertiary-butylphenyl-carbodiimide C(C)(C)(C)C1=C(C(=CC=C1)C(C)(C)C)N=C=N